(S)-N-(1-(3-(2-cyclopropylpyridin-4-yl)-1,2,4-oxadiazol-5-yl)ethyl)-4-methoxybenzamide C1(CC1)C1=NC=CC(=C1)C1=NOC(=N1)[C@H](C)NC(C1=CC=C(C=C1)OC)=O